N,N-dimethylimidazo[1,2-a]pyridine-3-carboxamide CN(C(=O)C1=CN=C2N1C=CC=C2)C